2-ethyl-6-methyl-N-(3-(4'-(trifluoromethyl)-[1,1'-biphenyl]-4-yl)propyl)thieno[2,3-d]pyrimidin-4-amine C(C)C=1N=C(C2=C(N1)SC(=C2)C)NCCCC2=CC=C(C=C2)C2=CC=C(C=C2)C(F)(F)F